Potassium methyltrifluoroborate salt C[B-](F)(F)F.[K+]